(S)-quinuclidin-3-yl (5-(4-(tert-butyl)phenyl)-6-fluoro-2,2-dimethyl-2,3-dihydro-1H-inden-1-yl)carbamat C(C)(C)(C)C1=CC=C(C=C1)C=1C=C2CC(C(C2=CC1F)NC(O[C@@H]1CN2CCC1CC2)=O)(C)C